2-(6-{5-chloro-2-[(oxan-4-yl)amino]pyrimidin-4-yl}-1-oxo-2,3-dihydro-1H-isoindol-2-yl)-N-[3,3-difluoro-1-(hydroxymethyl)cyclobutyl]acetamide ClC=1C(=NC(=NC1)NC1CCOCC1)C1=CC=C2CN(C(C2=C1)=O)CC(=O)NC1(CC(C1)(F)F)CO